CN([C@@H](C(=O)N1[C@@H](CCC1)C=1NC(=CN1)C1=CC=C(C=C1)C=1NC2=CC=CC=C2C1)C1=CC=CC=C1)C (2R)-2-(dimethylamino)-1-[(2S)-2-{5-[4-(1H-indol-2-yl)phenyl]-1H-imidazol-2-yl}pyrrolidin-1-yl]-2-phenylethanone